BrC1=C(C=C2C(=NC(=NC2=C1F)Cl)N1CCNCC(C1)(C)O)F 4-(7-bromo-2-chloro-6,8-difluoroquinazolin-4-yl)-6-hydroxy-6-methyl-1,4-diazepan